C(CCCCCC(C)(C)C)(=O)OOC(C)(C)CC tert-amyl peroxy-neodecanoate